FC1(CN(CC[C@H]1NC1=NN2C(C(=N1)N)=C(C=C2)C2=CC=C1C(=N2)N(C(=N1)C)CC(F)F)C1COC1)F (R)-N2-(3,3-Difluoro-1-(oxetan-3-yl)piperidin-4-yl)-5-(3-(2,2-difluoroethyl)-2-methyl-3H-imidazo[4,5-b]pyridin-5-yl)pyrrolo[2,1-f][1,2,4]triazine-2,4-diamine